benzyl ((3S)-1-amino-6,6-difluoro-2-hydroxy-1-oxoheptan-3-yl)carbamate NC(C([C@H](CCC(C)(F)F)NC(OCC1=CC=CC=C1)=O)O)=O